ClC1=C(C=C(C=C1)N1CC(C2=NC(=CC=C21)C(=O)N2C(CN(CC2)C2=C(C(=O)OCC)C=CN=C2)(C)C)(C)C)F ethyl 3-(4-(1-(4-chloro-3-fluorophenyl)-3,3-dimethyl-2,3-dihydro-1H-pyrrolo[3,2-b]pyridine-5-carbonyl)-3,3-dimethylpiperazin-1-yl)isonicotinate